Cl.Cl.N1(CCCCC1)C1CC2CCC(C1)N2 3-(1-piperidinyl)-8-azabicyclo[3.2.1]octane dihydrochloride